pyrazolo[4,3-e][1,2,4]triazolo[1,5-c]pyrimidin-5-amin N1=CNN2C(=NC=3C(=C21)C=NN3)N